[Ru].[Rh] rhodium-ruthenium